C(CCC)[N+]1=CN(C=C1)C=C 3-butyl-1-vinylimidazolium